6-(3,5-dimethylisoxazoline-4-yl)-4-(3-phenylmorpholino)quinazoline-2-carboxamide CC1=NOC(C1C=1C=C2C(=NC(=NC2=CC1)C(=O)N)N1C(COCC1)C1=CC=CC=C1)C